C(CC)NCCC[Si](OCC)(OCC)OCC N-(propyl)-γ-aminopropyltriethoxysilane